1-[2-(Aminooxy)ethyl]-3-[3-(trimethoxysilyl)propyl]urea NOCCNC(=O)NCCC[Si](OC)(OC)OC